N2-(4-Methyltetrahydro-2H-pyran-4-yl)-9-(2-(pyrrolidin-3-yl)ethyl)-N8-(3-(trifluoromethyl)phenyl)-9H-purin-2,8-Diamin CC1(CCOCC1)NC1=NC=C2N=C(N(C2=N1)CCC1CNCC1)NC1=CC(=CC=C1)C(F)(F)F